C(C)(C)(C)N1C[C@H](N(S(C2=C1C=C(C(=C2)O)SC)(=O)=O)C)CCCC (R)-5-(tert-butyl)-3-butyl-8-hydroxy-2-methyl-7-(methylthio)-2,3,4,5-tetrahydrobenzo[f][1,2,5]thiadiazepine 1,1-dioxide